NC=1C=C(C(=O)OC)C=C(C1O)C(F)(F)F methyl 3-amino-4-hydroxy-5-(trifluoromethyl)benzoate